diethyl (2-(4-butylphenylsulfonamido)-5-nitrophenyl)phosphonate C(CCC)C1=CC=C(C=C1)S(=O)(=O)NC1=C(C=C(C=C1)[N+](=O)[O-])P(OCC)(OCC)=O